CC(C)[C@H]1CN(CCN1)C=1N=NC(=CN1)C1=C(C=C(C=C1)N1N=CC=N1)O 2-{3-[(3S)-3-(propan-2-yl)piperazin-1-yl]-1,2,4-triazin-6-yl}-5-(2H-1,2,3-triazol-2-yl)phenol